(2S,2'S)-1,1'-bis((5-mesityl-1H-pyrrol-2-yl)methyl)-2,2'-bipyrrolidine C1(=C(C(=CC(=C1)C)C)C1=CC=C(N1)CN1[C@@H](CCC1)[C@H]1N(CCC1)CC=1NC(=CC1)C1=C(C=C(C=C1C)C)C)C